[C].OC(=O)C=1C(O)=CC=C(S(=O)(=O)O)C1 sulfosalicylic acid carbon